1-(2-((2-((3-chloro-2-fluorobenzyl)amino)-2-oxoethyl)(cyclopropyl)amino)-2-oxoethyl)-3-cyano-1H-indole-5-carboxylic acid ClC=1C(=C(CNC(CN(C(CN2C=C(C3=CC(=CC=C23)C(=O)O)C#N)=O)C2CC2)=O)C=CC1)F